C1=CC2=NN=CC2=C1 diazapentalene